[Ag].[Pd] Palladium-silver